COC(=O)[C@@H]1NC[C@H](C1)F (2R,4S)-4-fluoropyrrolidine-2-carboxylic acid methyl ester